ethyl (S)-2-(((benzyloxy)carbonyl)amino)-3-(5-(4-bromophenyl)thiazol-2-yl)propanoate C(C1=CC=CC=C1)OC(=O)N[C@H](C(=O)OCC)CC=1SC(=CN1)C1=CC=C(C=C1)Br